C(C1=CC=CC=C1)[C@]1(CCC=2N(C3=CC=C(C=C3C2C1=O)C)S(=O)(=O)C)C#N (R)-3-benzyl-6-methyl-9-(methylsulfonyl)-4-oxo-2,3,4,9-tetrahydro-1H-carbazole-3-carbonitrile